1-[[2-(2,2,2-trifluoroethoxy)pyridin-4-yl]methyl]-3-[[3-(trifluoromethyl)cyclobutyl]methyl]urea FC(COC1=NC=CC(=C1)CNC(=O)NCC1CC(C1)C(F)(F)F)(F)F